C1(CCCCC1)C[SiH](C1OCCC1)OC Cyclohexylmethylmethoxy-2-tetrahydrofuryl-silane